N-[2,6-difluoro-3-(5-pyridin-4-yl-1H-pyrazolo[3,4-b]pyridine-3-carbonyl)phenyl]ethanesulfonamide FC1=C(C(=CC=C1C(=O)C1=NNC2=NC=C(C=C21)C2=CC=NC=C2)F)NS(=O)(=O)CC